C(C=C)(=O)OOCCC.C(C=C)(=O)OOCCC.C(C=C)(=O)OOCCC tris(propoxy) triacrylate